1-cyclohexyl-[1]benzothiopyrano[3,4-d]imidazol-4(1H)-one C1(CCCCC1)N1C=NC2=C1C1=C(SC2=O)C=CC=C1